3-(5-(furan-2-yl)-1,3,4-oxadiazol-2-yl)benzoic acid O1C(=CC=C1)C1=NN=C(O1)C=1C=C(C(=O)O)C=CC1